C(C)OC=1C=C(C=CC1C=1NC(C2=C(N1)NN=N2)=O)C=2OC=C(N2)C(=O)O 2-(3-ethoxy-4-(7-oxo-6,7-dihydro-3H-[1,2,3]triazolo[4,5-d]pyrimidin-5-yl)phenyl)oxazole-4-carboxylic acid